FC=1C=CC(=C2C=C(N(C12)CCNC1=CC(=NC=N1)C1=C2C=CN(C2=C(C=C1)C(=O)O)C)C)OC 4-{6-[2-(7-Fluoro-4-methoxy-2-methyl-indol-1-yl)-ethylamino]-pyrimidin-4-yl}-1-methyl-1H-indole-7-carboxylic acid